2-(4-tert-Butyl-phenylsulfanyl)-N-(4-oxo-2-pyrrolidin-1-yl-4H-quinazolin-3-yl)-acetamide C(C)(C)(C)C1=CC=C(C=C1)SCC(=O)NN1C(=NC2=CC=CC=C2C1=O)N1CCCC1